CN1C(C(=CC2=C1N=C(N=C2)S(=O)(=O)C)CC#N)=O 2-(8-methyl-2-(methylsulfonyl)-7-oxo-7,8-dihydropyrido[2,3-d]pyrimidin-6-yl)acetonitrile